O-(2-Aminoethyl)-O'-(2-azidoethyl)tetraethylene glycol C(COCCOCCOCCOCCOCCN=[N+]=[N-])N